(R)-3,5-bis(trifluoromethyl)-phenethyl alcohol FC(C=1C=C(CCO)C=C(C1)C(F)(F)F)(F)F